(E)-5-(4,4,5,5-tetramethyl-1,3,2-dioxaborolan-2-yl)pyridine CC1(OB(OC1(C)C)C=1C=CC=NC1)C